3,3-dimethylcyclohexen CC1(C=CCCC1)C